3-(3-((1-Aminocyclopentyl)methoxy)-4-cyano-5-(methylthio)phenyl)-6-(dimethylamino)imidazo[1,2-a]pyridine-5-carbonitrile NC1(CCCC1)COC=1C=C(C=C(C1C#N)SC)C1=CN=C2N1C(=C(C=C2)N(C)C)C#N